9,9-bis[4-[2-[2-(acryloyloxy)ethoxy]ethoxy]phenyl]-9H-fluorene C(C=C)(=O)OCCOCCOC1=CC=C(C=C1)C1(C2=CC=CC=C2C=2C=CC=CC12)C1=CC=C(C=C1)OCCOCCOC(C=C)=O